Platinum(III) tetraphenyltetrabenzoporphyrin C1(=CC=CC=C1)C=1C=2C3=C(C(=C(C4=C5C(=C(C(=C6C7=C(C(C(=C8C9=C(C1N8)C=CC=C9)C9=CC=CC=C9)=N6)C=CC=C7)C7=CC=CC=C7)N4)C=CC=C5)C5=CC=CC=C5)N2)C=CC=C3.[Pt+3]